3,5-Diamino-2,6-dimeth-oxypyridin NC=1C(=NC(=C(C1)N)OC)OC